4-(2-aminoethyl)-2-iodophenol NCCC1=CC(=C(C=C1)O)I